[N+](=O)([O-])C1=CC=C(C=C1)ON=C1CC2(C1)CCCCC2 spiro[3.5]nonan-2-one O-(4-nitrophenyl) oxime